ClC=1C=C2N=C(C=3N(C2=CC1C(=O)N(CC=1N=C2N(C=C(C=C2)C(F)(F)F)C1)C=1C=NN(C1)C)C(=NC3)C)NCC3=C(C=C(C=C3)OC)OC 7-Chloro-4-[(2,4-dimethoxyphenyl)methylamino]-1-methyl-N-(1-methylpyrazol-4-yl)-N-[[6-(trifluoromethyl)imidazolo[1,2-a]pyridin-2-yl]methyl]imidazolo[1,5-a]quinoxalin-8-carboxamide